CC=1C(=C(C(=C(C1)N=C=O)C)N=C=O)C trimethyl-1,3-phenylene diisocyanate